BrC1=C(C=C(N)C=C1)F 4-bromo-3-fluoro-aniline